C(C)OC(=O)N1CC=2N(CC1)C(=NN2)C#CC2=NC(=CC=C2)C 3-[2-(6-Methyl-2-pyridinyl)ethynyl]-6,8-dihydro-5H-[1,2,4]triazolo[4,3-a]pyrazine-7-carboxylic acid ethyl ester